NC1=NC=NC=2C3=C(\C(\C(C12)(C)C)=N/OC[C@@H]1CN(C(O1)=O)C)C=C(C=C3)O[C@@H]3CC[C@H](CC3)N (5S)-5-[[(Z)-[4-amino-8-(trans-4-aminocyclohexyloxy)-5,5-dimethyl-benzo[h]quinazolin-6-ylidene]amino]oxymethyl]-3-methyl-oxazolidin-2-one